FC=1N=C(N2N=C(N=CC21)NC2C(COCC2)O)C(C)C 4-({5-fluoro-7-isopropylimidazo[4,3-f][1,2,4]triazin-2-yl}amino)oxan-3-ol